FC(C=1C=CC(=NC1)C(C(=O)O)(F)F)F 2-(5-(difluoromethyl)pyridin-2-yl)-2,2-difluoroacetic acid